O=C1C2=CC=CC=C2SC=2C=CC(=CC12)[S+](C1=CC=CC=C1)C1=CC=CC=C1 9-oxo-10-thia-9,10-dihydroanthracene-2-yldiphenylsulfonium